N-((2-(2,6-dioxopiperidin-3-yl)-1-oxoisoindolin-5-yl)methyl)-2-oxo-2-(2-fluorophenyl)acetamide O=C1NC(CCC1N1C(C2=CC=C(C=C2C1)CNC(C(C1=C(C=CC=C1)F)=O)=O)=O)=O